ClC=1C=C2C(=NC1)C(=CO2)C2=C(C#N)C=CC=C2 2-(6-chlorofuro[3,2-b]pyridin-3-yl)benzonitrile